(S)-7-((phenoxathiine-3-carbonyl)glycyl)-1,4-dioxa-7-azaspiro[4.4]nonane-8-carboxylic acid C1=CC(=CC=2OC3=CC=CC=C3SC12)C(=O)NCC(=O)N1CC2(OCCO2)C[C@H]1C(=O)O